5-[(6,7-Difluoro-4-methylsulfanyl-1H-indol-5-yl)oxy]-2-fluoro-benzamide FC1=C(C(=C2C=CNC2=C1F)SC)OC=1C=CC(=C(C(=O)N)C1)F